2-methoxyethyl-(piperazin-2-yl)benzoic acid COCCC=1C(=C(C(=O)O)C=CC1)C1NCCNC1